2-Amino-7-fluoro-4-[5-fluoro-3-[[(2S,4R)-4-methoxy-1-methyl-pyrrolidin-2-yl]methoxy]-7,9-dihydrofuro[3,4-f]quinazolin-6-yl]thieno[3,2-c]pyridine-3-carbonitrile NC1=C(C=2C(=NC=C(C2S1)F)C=1C2=C(C=3C=NC(=NC3C1F)OC[C@H]1N(C[C@@H](C1)OC)C)COC2)C#N